BrC1=CC2=C(C3=CC=C(C=C3C(=C2C=C1)C#C[Si](C(C)C)(C(C)C)C(C)C)Br)C#C[Si](C(C)C)(C(C)C)C(C)C 2,6-dibromo-9,10-bis(triisopropylsilylethynyl)-anthracene